5-{[(2S,5R)-2,5-dimethyl-4-(tetrahydro-2H-pyran-4-ylmethyl)piperazin-1-yl]carbonyl}-6,6-dimethyl-N-(4-methylpyrimidin-2-yl)-1,4,5,6-tetrahydropyrrolo[3,4-c]pyrazol-3-amine C[C@@H]1N(C[C@H](N(C1)CC1CCOCC1)C)C(=O)N1C(C=2NN=C(C2C1)NC1=NC=CC(=N1)C)(C)C